FC(O[C@H]1CN(CC1)C=1C=2N(N=C(C1)C=1C(NC(NC1)=O)=O)C=CN2)(F)F 5-[8-[(3R)-3-(trifluoromethoxy)pyrrolidin-1-yl]imidazo[1,2-b]pyridazin-6-yl]-1H-pyrimidine-2,4-dione